O(C1=CC=CC=C1)C1CCC(C=2C=CC=NC12)=O 8-phenoxy-7,8-dihydroquinolin-5(6H)-one